S-(3-Chloro-2-fluorobenzyl) (2S,4R)-1-(2-(3-acetyl-5-(2-methylpyrimidin-5-yl)-1H-indazol-1-yl)acetyl)-4-fluoropyrrolidine-2-carbothioate C(C)(=O)C1=NN(C2=CC=C(C=C12)C=1C=NC(=NC1)C)CC(=O)N1[C@@H](C[C@H](C1)F)C(SCC1=C(C(=CC=C1)Cl)F)=O